1-(4-fluorophenyl)-6-trifluoromethyl-2-oxo-1,2-dihydropyridine-3-carboxylic acid FC1=CC=C(C=C1)N1C(C(=CC=C1C(F)(F)F)C(=O)O)=O